FC(C(=O)O)(F)F.NC1=NC=NN2C1=NC=C2C=2C=C(C=CC2C)S(=O)(=O)NC(C(=O)N)(C)C 2-((3-(4-aminoimidazo[2,1-f][1,2,4]triazin-7-yl)-4-methylphenyl)sulfonamido)-2-methylpropanamide trifluoroacetate